Cl.NC1CC(C1)C(=O)N1C[C@@H](N(CC1)C1=NC=C(C=N1)C(F)(F)F)C ((1R,3S)-3-aminocyclobutyl)((S)-3-methyl-4-(5-(trifluoromethyl)pyrimidin-2-yl)piperazin-1-yl)methanone hydrochloride